(R)-N-{(1R)-1-[1-benzyl-4-(2,5-difluorophenyl)-1H-pyrrol-2-yl]-2,2-dimethylpropyl}-2-methylpropane-2-sulfinamide C(C1=CC=CC=C1)N1C(=CC(=C1)C1=C(C=CC(=C1)F)F)[C@@H](C(C)(C)C)N[S@](=O)C(C)(C)C